(R)-N-(2-amino-3-(6-((R)-1-hydroxypropyl)-4-methylpyridin-3-yl)-1,6-naphthyridin-7-yl)-2,2-difluorocyclopropane-1-carboxamide NC1=NC2=CC(=NC=C2C=C1C=1C=NC(=CC1C)[C@@H](CC)O)NC(=O)[C@@H]1C(C1)(F)F